O=C1N(CCC(N1)=O)C1=CC=C(C=C1)N1CCC(CC1)CC(=O)NC 2-(1-(4-(2,4-dioxotetrahydropyrimidin-1(2H)-yl)phenyl)piperidin-4-yl)-N-methylacetamide